N1(CCNCCC1)C=1C=C2C(=CC=NC2=CN1)NC1=CC=C(C=C1)NC(=O)C=1C(N(C=CC1)C1=CC=CC=C1)=O N-[4-[[6-(1,4-diazepan-1-yl)-1,7-naphthyridin-4-yl]amino]phenyl]-2-oxo-1-phenyl-pyridine-3-carboxamide